COCCOC=1C=C(C=CC1)CCN=C(C1=CC=CC=C1)C1=CC=CC=C1 {2-[3-(2-methoxyethoxy)phenyl]ethyl}-1,1-diphenylmethanimine